N-(6-chloropyridin-3-yl)-6-fluoro-N-((2-(trimethylsilyl)ethoxy)methyl)isoquinolin-1-amine ClC1=CC=C(C=N1)N(C1=NC=CC2=CC(=CC=C12)F)COCC[Si](C)(C)C